1-(2-((3-chloro-1-(2,6-difluorophenyl)-1,2-dihydro-6-methyl-2-oxopyridin-4-yloxy)methyl)-5-fluorobenzyl)-3-neopentyl-urea ClC=1C(N(C(=CC1OCC1=C(CNC(=O)NCC(C)(C)C)C=C(C=C1)F)C)C1=C(C=CC=C1F)F)=O